BrC=1C=C(C=C(C1OCOC)OC)/C=C/C=1SC2=C(N1)C=C(C(=C2)N(C)CCOCCF)C (E)-2-(3-bromo-5-methoxy-4-(methoxymethoxy)phenylvinyl)-N-(2-(2-fluoroethoxy)ethyl)-N,5-dimethylbenzo[d]thiazol-6-amine